NC1=NC=CC=C1C1=NC=2C(=NC=CC2)N1C1=CC=C(CNC2=NC=CC(=N2)C#N)C=C1 2-((4-(2-(2-Aminopyridin-3-yl)-3H-imidazo[4,5-b]pyridin-3-yl)benzyl)amino)pyrimidine-4-carbonitrile